Cl.N[C@H]1[C@@H](CCC(C1)(C)C)O |r| rac-(1R,2R)-2-amino-4,4-dimethylcyclohexan-1-ol hydrochloride